8-[2-[2-(2-aminoethoxy)ethoxy]ethyl-[8-(4-hexyldecyloxy)-8-oxo-octyl]amino]octanoic acid 4-hexyldecyl ester C(CCCCC)C(CCCOC(CCCCCCCN(CCCCCCCC(=O)OCCCC(CCCCCC)CCCCCC)CCOCCOCCN)=O)CCCCCC